benzyl 4-(((1H-1,2,3-triazol-4-yl) methoxy) methyl)-2-methylpiperidine-1-carboxylate N1N=NC(=C1)COCC1CC(N(CC1)C(=O)OCC1=CC=CC=C1)C